NC1=NC2=CC=C(C=C2C=C1C)C(=O)NN1C=CC2=CC=CC=C12 2-amino-N-(1H-indol-1-yl)-3-methylquinoline-6-carboxamide